2-((2-((4-(4-((4-((2,6-dioxopiperidin-3-yl)amino)benzyl)(methyl)amino)piperidin-1-yl)-2-isopropoxy-5-methylphenyl)amino)-5-(trifluoromethyl)pyridin-4-yl)amino)-N-methylbenzamide O=C1NC(CCC1NC1=CC=C(CN(C2CCN(CC2)C2=CC(=C(C=C2C)NC2=NC=C(C(=C2)NC2=C(C(=O)NC)C=CC=C2)C(F)(F)F)OC(C)C)C)C=C1)=O